CC1=NNC(=C1N1CCN(CC1)C=1C=C(C(=O)O)C=C(C1)F)C 3-(4-(3,5-Dimethyl-1H-pyrazol-4-yl)piperazin-1-yl)-5-fluorobenzoic Acid